N-(4-dibenzofuran-3-yl-phenyl)-N-(2-phenyl-benzooxazole-6-yl)-amine C1=CC(=CC=2OC3=C(C21)C=CC=C3)C3=CC=C(C=C3)NC3=CC2=C(N=C(O2)C2=CC=CC=C2)C=C3